(1-(4-methylthiophenyl)vinyl)acetamide CSC1=CC=C(C=C1)C(=C)CC(=O)N